C(C1=CC=CC=C1)SC1=CC(=C(C=C1)C1=C(C(=NC(=N1)N)Cl)C(F)(F)F)C (4-Benzylthio-2-methyl-phenyl)-4-chloro-5-(trifluoromethyl)pyrimidin-2-amine